CCCCN(CCCC)CC(C1=CC(=CC\\2=C1C3=C(/C2=C/C4=CC=C(C=C4)Cl)C=C(C=C3)Cl)Cl)O The molecule is a member of the class of fluorenes that is 9-(p-chlorobenzylidene)-9H-fluorene which is substitutec by chlorine at positions 2 and 7, and by a 2-(dibutylamino)-1-hydroxyethyl group at position 4. An antimalarial drug used in combination with artemether for the treatment of multi-drug resistant strains of falciparum malaria. It has a role as an antimalarial. It is a tertiary amine, a member of monochlorobenzenes, a secondary alcohol and a member of fluorenes.